8-fluoro-2,2-dimethyl-N-phenylethyl-3,4-dihydroquinoline-1(2H)-carboxamide FC=1C=CC=C2CCC(N(C12)C(=O)NCCC1=CC=CC=C1)(C)C